BrC1=C(C=C(C(=O)N(C)[C@@H]2C=3C4=C(C(NC3CNC2)=O)C=C(C=C4)F)C=C1F)F (R)-4-bromo-3,5-difluoro-N-(8-fluoro-6-oxo-1,2,3,4,5,6-hexahydrobenzo[c][1,7]naphthyridin-1-yl)-N-methylbenzamide